Cl.OC=1C=C(C=CC1O)CCN 2-(3,4-dihydroxyphenyl)ethylamine hydrochloride